2-[7-[[1-(trifluoromethyl)cyclopropyl]methoxy]-2-azaspiro[3.5]nonane-2-carbonyl]-8-oxa-2,5-diazaspiro[3.5]nonan-6-one FC(C1(CC1)COC1CCC2(CN(C2)C(=O)N2CC3(C2)NC(COC3)=O)CC1)(F)F